O[C@@H]([C@H](CO)NC(CCCCCCCCCCCCCCCCC)=O)[C@@H](CCCCCCCCCCCCCC)O N-[(1S,2S,3R)-2,3-dihydroxy-1-(hydroxy-methyl)heptadecyl]-octadecanamide